C1(=CC=CC=C1)/C=C/C=C/C(=O)O[C@H](C(=O)OC)CC(=O)OC dimethyl (S)-2-(((2E,4E)-5-phenylpenta-2,4-dienoyl)oxy)succinate